ClCCN1CCCCC1 N-(2-chloroethyl)piperidine